CC1=C2CCCNC2=NC(=C1)CCCCCO[C@H]1CNCC1 (R)-5-methyl-7-(5-(pyrrolidin-3-yloxy)pentyl)-1,2,3,4-tetrahydro-1,8-naphthyridine